methyl 4-[(1R)-1-aminoethyl]-3-fluoro-pyridine-2-carboxylate N[C@H](C)C1=C(C(=NC=C1)C(=O)OC)F